3-chloro-N-(4-methoxyphenyl)pyridin-2-amine ClC=1C(=NC=CC1)NC1=CC=C(C=C1)OC